BrC=1C=C(CN(S(=O)(=O)C2=CC=C(C=C2)NC(\C=C\C2=CC=NC=C2)=O)CC2=CC=C(C=C2)F)C=CC1Br (E)-N-(4-(N-(3,4-dibromobenzyl)-N-(4-fluorobenzyl)sulfamoyl)phenyl)-3-(pyridin-4-yl)acrylamide